1-pyridine-4-yl-1,4-butanediamine N1=CC=C(C=C1)C(CCCN)N